(4aR,8aS)-6-(3-((2-Methyl-4-(trifluoromethyl)benzyl)oxy)azetidine-1-carbonyl)hexahydro-2H-pyrido[4,3-b][1,4]oxazin-3(4H)-one CC1=C(COC2CN(C2)C(=O)N2C[C@@H]3[C@@H](OCC(N3)=O)CC2)C=CC(=C1)C(F)(F)F